ethyl 2-(2-((5-(3-(aminomethyl)phenyl)-7-(methylamino)benzofuran-3-yl)methoxy)-4-methoxyphenyl)acetate NCC=1C=C(C=CC1)C=1C=C(C2=C(C(=CO2)COC2=C(C=CC(=C2)OC)CC(=O)OCC)C1)NC